(2S)-2-[[(2R)-2-amino-4-[5-[bis(2-chloroethyl)amino]-1-methyl-benzimidazol-2-yl]butanoyl]amino]-4-methyl-pentanoic acid ethyl ester dihydrochloride Cl.Cl.C(C)OC([C@H](CC(C)C)NC([C@@H](CCC1=NC2=C(N1C)C=CC(=C2)N(CCCl)CCCl)N)=O)=O